di-tert-butyl-(2R,4R)-4-((6-chloro-3-fluoro-4-(1-hydroxypropyl) pyridin-2-yl) methyl)-2-methylpiperidine-1,4-dicarboxylate C(C)(C)(C)OC(=O)N1[C@@H](C[C@@](CC1)(C(=O)OC(C)(C)C)CC1=NC(=CC(=C1F)C(CC)O)Cl)C